CC1(C(C(=C[C@@]2(CCN(C2)C(=O)C2=CC(=CC=C2)C(F)(F)F)C1)C#N)=O)C (5S)-9,9-dimethyl-8-oxo-2-[3-(trifluoromethyl)benzene-1-carbonyl]-2-azaspiro[4.5]dec-6-ene-7-carbonitrile